N-(Ethyl(morpholino)((2,4,4-trimethylpentan-2-yl)imino)-λ6-sulfaneylidene)-4-nitrobenzenesulfonamide C(C)S(=NS(=O)(=O)C1=CC=C(C=C1)[N+](=O)[O-])(=NC(C)(CC(C)(C)C)C)N1CCOCC1